C(=O)(OCC1=CC=CC=C1)N1CCNCC1 1-Cbz-piperazine